C(C)(C)(C)OC(=O)N1CCC(CC1)C1=CN(C2=C1C=NC(=C2)NC(C)=O)C2=NC(=CC(=C2)C)[C@]2(COCC2)OC (R)-4-(6-acetamido-1-(6-(3-methoxytetrahydrofuran-3-yl)-4-methylpyridin-2-yl)-1H-pyrrolo[3,2-c]Pyridine-3-yl)piperidine-1-carboxylic acid tert-butyl ester